7-Chloro-4-(1-(2-(4-chlorophenyl)-2-oxoethyl)piperidin-4-yl)-1-methyl-1,4-dihydropyrido[2,3-b]pyrazine-2,3-dione ClC1=CC2=C(N(C(C(N2C)=O)=O)C2CCN(CC2)CC(=O)C2=CC=C(C=C2)Cl)N=C1